2-fluoro-8-methyl-8-(trifluoromethyl)-7,8-dihydro-6H-pyrazolo[1,5-a]pyrrolo[2,3-e]pyrimidine FC1=NN2C(N=CC3=C2C(CN3)(C(F)(F)F)C)=C1